[6-(5-cyclopropyl-4H-1,2,4-triazol-3-yl)-2-azaspiro[3.3]heptan-2-yl]-[3-[(2-fluoro-4-methylsulfonyl-phenyl)methoxy]azetidin-1-yl]methanone C1(CC1)C=1NC(=NN1)C1CC2(CN(C2)C(=O)N2CC(C2)OCC2=C(C=C(C=C2)S(=O)(=O)C)F)C1